P(=O)([O-])([O-])[O-].ClC(C(C)(C)[Pd+](C1=CC=C(C=C1)N(C)C)C(C)(C)C)Cl.ClC(C(C)(C)[Pd+](C(C)(C)C)C1=CC=C(C=C1)N(C)C)Cl.ClC(C(C)(C)[Pd+](C(C)(C)C)C1=CC=C(C=C1)N(C)C)Cl dichlorodi-tert-butyl-(4-dimethylaminophenyl)palladium phosphate